tert-Butyl 3-(((trifluoromethyl)sulfonyl)oxy)-1-((2-(trimethylsilyl)ethoxy)methyl)-4,5-dihydro-1H-pyrazolo[3,4-c]pyridine-6(7H)-carboxylate FC(S(=O)(=O)OC1=NN(C=2CN(CCC21)C(=O)OC(C)(C)C)COCC[Si](C)(C)C)(F)F